tert-butyl (18S,21S)-26-azido-18,21-bis(4-azidobutyl)-17,20,23-trioxo-4,7,10,13-tetraoxa-16,19,22-triazahexacosanoate N(=[N+]=[N-])CCCC(N[C@H](C(N[C@H](C(NCCOCCOCCOCCOCCC(=O)OC(C)(C)C)=O)CCCCN=[N+]=[N-])=O)CCCCN=[N+]=[N-])=O